trans-3-[(3-chlorobenzyl)oxy]-N-[3-(4-ethyl-5-fluoro-6-oxo-1,6-dihydropyrimidin-2-yl)-2-fluoro-4-(trifluoromethyl)benzyl]cyclobutane-1-carboxamide ClC=1C=C(CO[C@@H]2C[C@H](C2)C(=O)NCC2=C(C(=C(C=C2)C(F)(F)F)C=2NC(C(=C(N2)CC)F)=O)F)C=CC1